1-methyl-3-(pyridin-2-yl)-1H-pyrazol-5-amine CN1N=C(C=C1N)C1=NC=CC=C1